6-((5-cyclopropyl-1H-pyrazol-3-yl)amino)-2-(piperazin-1-yl)-N-(prop-2-yn-1-yl)pyrimidine-4-carboxamide C1(CC1)C1=CC(=NN1)NC1=CC(=NC(=N1)N1CCNCC1)C(=O)NCC#C